CC1(OB(OC1(C)C)C=1C=CC(=NC1)C(C)=O)C 1-[5-(4,4,5,5-tetramethyl-1,3,2-dioxaborolan-2-yl)pyridin-2-yl]ethanone